2-methyl-epithiopropane tert-butyl-(R)-4-ethyl-3,4-dihydro-[1,4]oxazepino[7,6-c]quinoline-2(1H)-carboxylate C(C)(C)(C)OC(=O)N1C[C@H](OC=2C=NC=3C=CC=CC3C2C1)CC.CC1(CS1)C